C(C)(C)(C)OC(=O)N1CC2(CCCC2)C(CC1)(CN1C(CN(CC1)C1=NC=CC=C1)=O)O.BrC1=CC(=CC(=C1)CS(=O)(=O)C)Cl 1-bromo-3-chloro-5-(methylsulfonylmethyl)benzene tert-Butyl-10-hydroxy-10-((2-oxo-4-(pyridin-2-yl)piperazin-1-yl)methyl)-7-azaspiro[4.5]decane-7-carboxylate